FC1(CC1)C(=N)N 1-fluorocyclopropaneformamidine